NC1=C(C(=NC=N1)N1CCC(CC1)C=CC(=O)[NH-])C1=CC(=C(C=C1)OC1=NC=CC(=N1)C)F N-(1-(6-amino-5-(3-fluoro-4-((4-methylpyrimidin-2-yl)oxy)phenyl)pyrimidin-4-yl)piperidin-4-yl)acryloylamide